ClC1=C2C(=NC=C1C=1C=C3[C@](C(NC3=CC1)=O)(C#N)C)NCC21CC1 (S)-5-(4'-chloro-1',2'-dihydrospiro[cyclopropane-1,3'-pyrrolo[2,3-b]pyridin]-5'-yl)-3-methyl-2-oxoindoline-3-carbonitrile